4-(1-((3-fluorophenyl)sulfonyl)ethyl)-N-(pyridin-4-yl)piperidine-1-carboxamide FC=1C=C(C=CC1)S(=O)(=O)C(C)C1CCN(CC1)C(=O)NC1=CC=NC=C1